NC=1C=C2C=CC(=CC2=CC1)OCCOC1=CC2=CC=C(C=C2C=C1)N 1,2-bis(6-amino-2-naphthoxy)ethane